[O-]P([O-])(=O)OP(=O)(O)O.OCC[N+](C)(C)C.OCC[N+](C)(C)C.[C@@H]1(C[C@H](O)[C@@H](CO)O1)N1C(=O)N=C(N)C=C1 deoxycytidine dicholine diphosphate